2,6-dichloro-4-(3-pyridyl)benzoic acid ClC1=C(C(=O)O)C(=CC(=C1)C=1C=NC=CC1)Cl